3-[2-(imidazo[1,2-b]pyridazin-3-yl)ethynyl]-4-methyl-N-{4-[(4-methylpiperazin-1-yl)methyl]-3-(trifluoromethyl)phenyl}benzamide monohydrochloride Cl.N=1C=C(N2N=CC=CC21)C#CC=2C=C(C(=O)NC1=CC(=C(C=C1)CN1CCN(CC1)C)C(F)(F)F)C=CC2C